2-[(4,6-dimethoxy-2-pyrimidinyl)oxy]-6-[1-(methoxyimino)ethyl]Benzoic acid COC1=NC(=NC(=C1)OC)OC1=C(C(=O)O)C(=CC=C1)C(C)=NOC